5-fluoro-2-methoxypyridin-3-amine FC=1C=C(C(=NC1)OC)N